N-[(1S)-2-[[(1S)-2-amino-2-oxo-1-[[(3S)-2-oxo-3-piperidyl]methyl]ethyl]amino]-1-(cyclopropylmethyl)-2-oxo-ethyl]-4-chloro-7-fluoro-1H-indole-2-carboxamide NC([C@H](C[C@H]1C(NCCC1)=O)NC([C@H](CC1CC1)NC(=O)C=1NC2=C(C=CC(=C2C1)Cl)F)=O)=O